COC=1C=CC(=C2C(=CC(NC12)=O)C(F)(F)F)C 8-methoxy-5-methyl-4-trifluoromethyl-2(1H)-quinolinone